2-(2-fluoro-5-methyl-4-((6-methylpyridin-2-yl)carbamoyl)phenyl)-9,10-dihydro-4H-benzo[d]pyrazolo[1,5-a][1,3]diazepine-3-carboxamide FC1=C(C=C(C(=C1)C(NC1=NC(=CC=C1)C)=O)C)C1=NN2C(NC3=C(CC2)C=CC=C3)=C1C(=O)N